N-(1-(3,4-dichlorophenyl)-2-(dimethylamino)ethyl)-2,2-difluorobenzo[d][1,3]dioxole-5-sulfonamide ClC=1C=C(C=CC1Cl)C(CN(C)C)NS(=O)(=O)C1=CC2=C(OC(O2)(F)F)C=C1